ClC1=CC(=C(C=N1)C(=O)OC)NC1=C(C(=CC=C1)C1=NN(C=N1)C)OC methyl 6-chloro-4-[2-methoxy-3-(1-methyl-1,2,4-triazol-3-yl)anilino]pyridine-3-carboxylate